(S)-N-(2-fluoro-3-methylphenyl)-2,3,6-trimethyl-4-oxo-4,5,6,7-tetrahydro-2H-pyrrolo[3,4-c]pyridine-1-carboxamide FC1=C(C=CC=C1C)NC(=O)C=1N(C(=C2C(N[C@H](CC21)C)=O)C)C